N-ethyl-4-amino-3,3-dimethylbutyltrimethoxysilane C(C)NCC(CC[Si](OC)(OC)OC)(C)C